ClC1=C2N(C(C(=N1)NC1(CC1)C=1C=C(C=CC1)C)=O)[C@@H](CC2)C(=O)O (S)-1-chloro-4-oxo-3-((1-(m-tolyl)cyclopropyl)amino)-4,6,7,8-tetrahydropyrrolo[1,2-a]pyrazine-6-carboxylic acid